C(CC)C1=CC(OC1)=O 4-n-propylfuran-2(5H)-one